C(C=C)(=O)N1C[C@@H](N(CC1)C1=NC(N(C2=CC(=C(C=C12)Cl)Br)C1=C(C=CC=C1)C(C)C)=O)C (S)-4-(4-acryloyl-2-methylpiperazin-1-yl)-7-bromo-6-chloro-1-(2-isopropylphenyl)quinazolin-2(1H)-one